N-(6-(2-fluoro-4-((3,3,4-trimethylpiperazin-1-yl)methyl)phenyl)quinolin-4-yl)benzo[d]thiazol-5-amine FC1=C(C=CC(=C1)CN1CC(N(CC1)C)(C)C)C=1C=C2C(=CC=NC2=CC1)NC=1C=CC2=C(N=CS2)C1